CN(C12CC(C1)(C2)NC(OC(C)(C)C)=O)C=2C1=C(N=CN2)NC=C1 Tert-butyl (3-(methyl(7H-pyrrolo[2,3-d]pyrimidin-4-yl)amino)bicyclo[1.1.1]pentan-1-yl)carbamate